3-methyl-4-(pyridin-3-yl)-1H-pyrrole-2-carboxylic acid methyl ester COC(=O)C=1NC=C(C1C)C=1C=NC=CC1